(4-propylcyclohexyl) propyl fumarate C(\C=C\C(=O)OCCC)(=O)OC1CCC(CC1)CCC